n-octylaluminum C(CCCCCCC)[Al]